CC1=C(C(=O)OCC)C=C(C(=C1)Cl)Cl ethyl 2-methyl-4,5-dichlorobenzoate